nicotinoyl hydrazinoformate N(N)C(=O)OC(C1=CN=CC=C1)=O